N'-(5-difluoromethyl-2-methyl-4-(3-tri-methylsilanyl-propoxy)-phenyl)-N-ethyl-N-methyl-formamidine FC(C=1C(=CC(=C(C1)N=CN(C)CC)C)OCCC[Si](C)(C)C)F